(S)-6-(3-aminopiperidin-1-yl)-N-(6-(o-tolyl)-5-(trifluoromethyl)pyridin-2-yl)pyridine-2-sulfonamide N[C@@H]1CN(CCC1)C1=CC=CC(=N1)S(=O)(=O)NC1=NC(=C(C=C1)C(F)(F)F)C1=C(C=CC=C1)C